[Si](C)(C)(C(C)(C)C)O[C@H](CN(C(OC(C)(C)C)=O)CC=1C=CC(=NC1OC)C1=C(C(=NC=C1)Cl)Cl)C tert-butyl (S)-(2-((tert-butyldimethylsilyl)oxy)propyl)((2',3'-dichloro-6-methoxy-[2,4'-bipyridin]-5-yl)methyl)carbamate